C1(CC1)(C1CC1)NC(=O)C1=NNC(=C1)C=1C=C(C=CC1)C=1OC(=CN1)C(=O)NC(CC)CC 2-(3-(3-([1,1'-bi(cyclopropan)]-1-ylcarbamoyl)-1H-pyrazol-5-yl)phenyl)-N-(pentan-3-yl)oxazole-5-carboxamide